C(C)N1N=C(C=C1C=1N=C(N(C1)C(C)C)C1=NC(=CC2=C1C=NN2C)C(=O)N)C 4-[4-(1-ethyl-3-methyl-1H-pyrazol-5-yl)-1-(propan-2-yl)-1H-imidazol-2-yl]-1-methyl-1H-pyrazolo[4,3-c]pyridine-6-carboxamide